15-chloro-N-(2-oxoethyl)-9-[(propan-2-yloxy)methyl]-2,4,8,10,11-pentaazatetracyclo[11.4.0.02,6.08,12]heptadeca-1(17),3,5,9,11,13,15-heptaene-5-carboxamide ClC=1C=C2C3=NN=C(N3CC3=C(N=CN3C2=CC1)C(=O)NCC=O)COC(C)C